4-(difluoromethyl)cyclohexanecarbaldehyde FC(C1CCC(CC1)C=O)F